(3-chloro-2,4-dimethyl-5,7-dihydropyrrolo[3,4-b]pyridin-6-yl)-[(3R)-(2-methoxy-4-pyridyl)pyrrolidin-3-yl]methanone ClC=1C(=C2C(=NC1C)CN(C2)C(=O)[C@H]2CN(CC2)C2=CC(=NC=C2)OC)C